tert-butyl ((1R,3R)-3-((5-(5-amino-3-methyl-1H-pyrazol-1-yl)-2'-cyclobutyl-3'-fluoro-[1,1'-biphenyl]-2-yl)oxy)cyclopentyl)carbamate NC1=CC(=NN1C=1C=CC(=C(C1)C1=C(C(=CC=C1)F)C1CCC1)O[C@H]1C[C@@H](CC1)NC(OC(C)(C)C)=O)C